CC1=CC=C(S1)C1=NN(C(C=C1)=O)CCOC=1C=C(C#N)C=CC1 3-(2-(3-(5-methylthiophen-2-yl)-6-oxopyridazin-1(6H)-yl)ethoxy)benzonitrile